triacosane CCCCCCCCCCCCCCCCCCCCCCC